4-N-(2-{3-[(4-methanesulfonyl-phenyl)-amino]prop-1-yn-1-yl}-1-(2,2,2-trifluoroethyl)-1H-indol-4-yl)-1-N,1-N-dimethylcyclohexane-1,4-diamine CS(=O)(=O)C1=CC=C(C=C1)NCC#CC=1N(C2=CC=CC(=C2C1)NC1CCC(CC1)N(C)C)CC(F)(F)F